4-[4-picolyl]phthalazine N1=CC=C(C=C1)CC1=NN=CC2=CC=CC=C12